NC1=CC(=C(C)C=C1)O 4-AMINO-2-HYDROXY-TOLUENE